imino(2-(1-(8-methoxy-1,6-naphthyridin-4-yl)piperidin-4-yl)ethyl)(methyl)-λ6-sulfanone N=S(=O)(C)CCC1CCN(CC1)C1=CC=NC2=C(C=NC=C12)OC